1-(3-(5-chloro-3-(trifluoromethyl)-8,9-dihydropyrido[3',2':4,5]pyrrolo[1,2-a]pyrazin-7(6H)-yl)-3-oxopropoxy)propan ClC=1C2=C(N3C1CN(CC3)C(CCOCCC)=O)N=CC(=C2)C(F)(F)F